(+-)-4-(3-(2-((2R)-2-hydroxy-7-azabicyclo[2.2.1]heptan-7-yl)acetyl)-2-methyl-5-((2-methylthiazol-4-yl)methyl)-1H-pyrrol-1-yl)benzonitrile O[C@H]1C2CCC(C1)N2CC(=O)C2=C(N(C(=C2)CC=2N=C(SC2)C)C2=CC=C(C#N)C=C2)C